(S)-N-methyl-N-(piperidin-2-ylmethyl)-4-(1H-pyrrolo[2,3-b]pyridin-4-yl)-3,4-dihydro-2H-1,4-thiazine-6-carboxamide hydrochloride Cl.CN(C(=O)C1=CN(CCS1)C1=C2C(=NC=C1)NC=C2)C[C@H]2NCCCC2